C(C)(C)OC(=O)C=1C(=NC=2N(C1)C=C(N2)C21COC(C2)(C1)CF)OC(C)C 2-[1-(fluoromethyl)-2-oxabicyclo[2.1.1]hex-4-yl]-7-isopropoxy-imidazo[1,2-a]pyrimidine-6-carboxylic acid isopropyl ester